[K].C(N)(OC(C)(C)C)=O Tert-butyl carbamate potassium